C1(C=CC(C=C1)=NO)=NO 1,4-Benzoquinone dioxime